ClCC=1N=C(OC1)C1=CC(=C(C=C1)OC(F)F)OCC1CC1 4-(chloromethyl)-2-(3-(cyclopropylmethoxy)-4-(difluoromethoxy)phenyl)oxazole